NC1=NC=CC2=CC=C(C=C12)C=1C=C2C(=NN(C2=CC1)C1COCC1)COC1=C(C(=CC=C1)C1CC1)CC(=O)O 2-(2-((5-(1-aminoisoquinolin-7-yl)-1-(tetrahydrofuran-3-yl)-1H-indazol-3-yl)methoxy)-6-cyclopropylphenyl)acetic acid